((2r,4S,5r)-4-azido-5-(oxetan-3-yloxy)tetrahydro-2H-pyran-2-yl)((S)-1-(4-fluorophenyl)-3,4-dihydroisoquinolin-2(1H)-yl)methanone N(=[N+]=[N-])[C@H]1C[C@@H](OC[C@@H]1OC1COC1)C(=O)N1[C@H](C2=CC=CC=C2CC1)C1=CC=C(C=C1)F